C(C)N(CCCC(=O)OCC(CCCC)CC)C(=O)OCCCC 2-ethylhexyl 4-(ethyl(butoxycarbonyl)amino)butanoate